COC1(COC1)C1=CC=C(C=C1)C(=O)N1CCC(CC1)C1=CC(=CC=C1)C(F)(F)F (4-(3-Methyloxyoxetan-3-yl)phenyl)(4-(3-(trifluoromethyl)phenyl)piperidin-1-yl)methanone